CN(C1=CC=C(C=N1)C=1N=C(C=2C=CC(=C(C2C1)N)C)N)C (6-(dimethylamino)pyridin-3-yl)-6-methylisoquinoline-1,5-diamine